benzyl N-[(1S)-3-methyl 1-(propylaminocarbamoyl)butyl]carbamate CC(C[C@@H](C(NNCCC)=O)NC(OCC1=CC=CC=C1)=O)C